methyl N-[5-methyl-4-[2-[(2S)-2-methylpiperazin-1-yl]-6-oxo-1H-pyridin-4-yl]-2-pyridyl]carbamate CC=1C(=CC(=NC1)NC(OC)=O)C=1C=C(NC(C1)=O)N1[C@H](CNCC1)C